FC1=NC=CC(=C1F)F 2,3,4-trifluoropyridine